FC=1C=C(CC2=NC=CC(=C2)N2N=C(C=3C(NCCC32)=O)C)C=C(C1F)C(F)(F)F 1-(2-(3,4-difluoro-5-(trifluoromethyl)benzyl)pyridin-4-yl)-3-methyl-1,5,6,7-tetrahydro-4H-pyrazolo[4,3-c]pyridin-4-one